3-chloro-2-(trifluoromethyl)aniline tert-butyl-(S)-(5-methyl-7-(methyl(pyridin-4-ylmethyl)carbamoyl)-4-oxo-2,3,4,5-tetrahydrobenzo[b][1,4]oxazepin-3-yl)carbamate C(C)(C)(C)N(C(O)=O)[C@@H]1C(N(C2=C(OC1)C=CC(=C2)C(N(CC2=CC=NC=C2)C)=O)C)=O.ClC=2C(=C(N)C=CC2)C(F)(F)F